6-oxo-1H-pyridazin O=C1C=CC=NN1